C(C=C)C1(CCN(CC1)C(=O)OC(C)(C)C)C(C=C)=O tert-Butyl 4-(prop-2-en-1-yl)-4-(prop-2-enoyl)piperidine-1-carboxylate